N1C(=CC=C1)\C=C\1/C(NC2=CC=C(C=C12)NCC1=CC(=CC=C1)F)=O (Z)-3-((1H-pyrrol-2-yl)methylene)-5-((3-fluorobenzyl)amino)indolin-2-one